7-bromo-3-(2-((triisopropylsilyl)oxy)ethyl)cinnolin-4(1H)-one BrC1=CC=C2C(C(=NNC2=C1)CCO[Si](C(C)C)(C(C)C)C(C)C)=O